C(C1=CC=C(C=C1)N=C=O)C1=CC=C(C=C1)N=C=O 1,1'-methylenebis[4-isocyanatobenzene]